3-(5-chloro-1,3-thiazol-2-yl)-5-{[3-hydroxybut-2-yl]oxy}-N-{(1R)-1-[2-(trifluoromethyl)pyrimidin-5-yl]ethyl}benzamide ClC1=CN=C(S1)C=1C=C(C(=O)N[C@H](C)C=2C=NC(=NC2)C(F)(F)F)C=C(C1)OC(C)C(C)O